FC=1C=C(C=C(C1)F)C1=NO[C@](C1)(C=C)C(=O)N[C@H]1C[C@H](OC1)C(=O)O (2S,4S)-4-({[(5R)-3-(3,5-difluorophenyl)-5-vinyl-4,5-Dihydroisoxazole-5-yl]carbonyl}amino)Tetrahydrofuran-2-Carboxylic acid